FC1=CC=C2CCC(C2=C1)=NO 6-fluoroindan-1-one oxime